N-methyl-3-phenylimidazo[1,2-a]pyridin-6-amine CNC=1C=CC=2N(C1)C(=CN2)C2=CC=CC=C2